8-(2-Chloro-4-fluorophenyl)-9-(4-((1-(3-fluoropropyl)azetidin-3-yliden)methyl)phenyl)-6,7-dihydro-5H-benzo[7]annulen ClC1=C(C=CC(=C1)F)C=1CCCC2=C(C1C1=CC=C(C=C1)C=C1CN(C1)CCCF)C=CC=C2